5-(1-methyl-2-oxo-2',3',5',6'-tetrahydrospiro[indoline-3,4'-pyran]-6-yl)benzamide CN1C(C2(CCOCC2)C2=CC=C(C=C12)C=1C=CC=C(C(=O)N)C1)=O